tert-Butyl (S)-4-(7-(4-chloropyridin-2-yl)-5-(cyclopropyl(methyl)amino)-7H-pyrrolo[2,3-d]pyrimidin-4-yl)-3-methylpiperazine-1-carboxylate ClC1=CC(=NC=C1)N1C=C(C2=C1N=CN=C2N2[C@H](CN(CC2)C(=O)OC(C)(C)C)C)N(C)C2CC2